C1(CCC1)N1C(C(N([C@@H](C1)C)CC=1SC(=NN1)C1=CC=CC=C1)=O)=O |r| (rac)-1-Cyclobutyl-5-methyl-4-((5-phenyl-1,3,4-thiadiazol-2-yl)methyl)piperazine-2,3-dione